CN1C(C2=CC=CC=C2C1=O)=O methyl-1H-isoindol-1,3(2H)-dion